1,1-bis-(4-hydroxyphenyl)-3-methylcyclohexane OC1=CC=C(C=C1)C1(CC(CCC1)C)C1=CC=C(C=C1)O